ClC=1C(=C(C=CC1)C1(CN(CC1)C(=O)OC(C)(C)C)NC1=CC=C2C=CN(C(C2=C1)=O)CC(F)(F)F)C tert-butyl 3-(3-chloro-2-methylphenyl)-3-((1-oxo-2-(2,2,2-trifluoroethyl)-1,2-dihydroisoquinolin-7-yl)amino)pyrrolidine-1-carboxylate